7-(8-Ethyl-2-methylimidazo[1,2-b]pyridazin-6-yl)-5-fluoro-3-(1-methylpiperidin-4-yl)cinnoline C(C)C=1C=2N(N=C(C1)C1=CC(=C3C=C(N=NC3=C1)C1CCN(CC1)C)F)C=C(N2)C